CN1N=CC(=C1)C1=CC(=C2C=NC=NC2=C1)C=1C=CC(=NC1)N1CC2N(C(C1)C2)CC2=NC=CC=C2 3-(5-(7-(1-Methyl-1H-pyrazol-4-yl)quinazolin-5-yl)pyridin-2-yl)-6-(pyridin-2-ylmethyl)-3,6-diazabicyclo[3.1.1]heptane